BrC=1C=NN(C1)C(C(=O)NC)(C)C 2-(4-bromopyrazol-1-yl)-N,2-dimethyl-propionamide